Tert-butyl 4-((6-(5-iodopyrimidin-2-yl)-1,6-diazaspiro(3.3)heptan-1-yl)methyl)piperidine-1-carboxylate IC=1C=NC(=NC1)N1CC2(CCN2CC2CCN(CC2)C(=O)OC(C)(C)C)C1